NC(C)(C)C1=CC(=NC(=C1)C1=CC=C(C=C1)F)O[C@H]1[C@@H]2CN(C[C@]12C)C(=O)C1=CC(=NN1C)C1=NOC=C1 |o1:18,19,23| rel-((1R,5S,6S)-6-((4-(2-aminopropan-2-yl)-6-(4-fluorophenyl)pyridin-2-yl)oxy)-1-methyl-3-azabicyclo[3.1.0]hexan-3-yl)(3-(isoxazol-3-yl)-1-methyl-1H-pyrazol-5-yl)methanone